benzyl-3-cyclobutylidene-pyrrolidin-2-one C(C1=CC=CC=C1)N1C(C(CC1)=C1CCC1)=O